COC1=C(C=C(C=N1)N1N=C2N=CN=C(C2=C1)N1CCNCC1)[N+](=O)[O-] 4-(2-(6-Methoxy-5-nitropyridin-3-yl)-2H-pyrazolo[3,4-d]pyrimidin-4-yl)piperazine